[N+](=O)([O-])C1=CC=C2C(=CNC2=C1)CC1=CC=C(C(=C1)C1=CC=CC=C1)O 5-((6-nitro-1H-indol-3-yl)methyl)-[1,1'-biphenyl]-2-ol